[C@@H]1([C@H](O)[C@@H](O)[C@@H](O)[C@H](O1)CO)O[C@H]1[C@@H]([C@H]([C@@H](OCC(CCCCCCCCCCCCCCCC)OC)O[C@@H]1CO)O)O 2-methoxyoctadecyl 4-O-β-D-galactopyranosyl-α-D-glucopyranoside